CN(C(=O)C1CCCCC1)C1=CC=2OC(C(=CC2S1)C(=O)O)=O 2-(N-methylcyclohexanecarboxamido)-5-oxo-5H-thieno[3,2-b]pyran-6-carboxylic acid